6-[(2R,3R,4S,5S,6R)-3,4,5-trihydroxy-6-(hydroxymethyl)oxan-2-yl]oxyoxane-3,4,5-triol O[C@H]1[C@H](O[C@@H]([C@H]([C@@H]1O)O)CO)OC1C(C(C(CO1)O)O)O